5-(tert-butyl)-N-((3S,4S)-4-(3-chlorophenyl)-1-(imidazo[1,5-a]pyridine-8-carbonyl)piperidin-3-yl)-1H-imidazole-2-carboxamide C(C)(C)(C)C1=CN=C(N1)C(=O)N[C@@H]1CN(CC[C@H]1C1=CC(=CC=C1)Cl)C(=O)C=1C=2N(C=CC1)C=NC2